FC[C@@H]1C2(CN(C2)C(C=C)=O)CCN1C1=NC=2CC(CCC2C(=C1C#N)C1=C2C=NNC2=CC=C1C)(C)C (M)-2-((5S)-5-(fluoromethyl)-2-(2-propenoyl)-2,6-diazaspiro[3.4]octan-6-yl)-7,7-dimethyl-4-(5-methyl-1H-indazol-4-yl)-5,6,7,8-tetrahydro-3-quinolinecarbonitrile